6-(4-bromo-2-chlorophenyl)-7-chloro-2-(methylthio)pyrido[2,3-d]pyrimidine BrC1=CC(=C(C=C1)C1=CC2=C(N=C(N=C2)SC)N=C1Cl)Cl